COC[C@@H]1N(SOC1)C(=O)OC(C)(C)C tert-butyl (S)-4-(methoxymethyl)-1,2,3-oxathiazolidine-3-carboxylate